C(C)(C)(C)OC(=O)N1C[C@H]2N(C3=C(O[C@@H]2CC1)C(=C(C=C3)/N=C/N(C)C)C#N)C trans-tert-butyl-6-cyano-7-(((E)-(dimethylamino)methylene)amino)-10-methyl-4,4a,10,10a-tetrahydro-1H-benzo[b]pyrido[3,4-e][1,4]oxazine-2(3H)-carboxylate